NCCC(CCOC=1C=C(C=CC1)CC(=O)NC=1SC(=C(N1)C=1C=C2CCN(C2=CC1)C(=O)C1CC1)C)C 2-(3-((5-amino-3-methylpentyl)oxy)phenyl)-N-(4-(1-(cyclopropanecarbonyl)indolin-5-yl)-5-methylthiazol-2-yl)acetamide